N1(CCC1)CC=1C(=NN(C1)C1=NC(=NC=C1)NC=1C(=CC(=C(C1)NC(C=C)=O)N1CCN(CC1)C)OC)C N-(5-(4-(4-(azetidin-1-ylmethyl)-3-methyl-1H-pyrazol-1-yl)pyrimidin-2-ylamino)-4-methoxy-2-(4-methylpiperazin-1-yl)phenyl)acrylamide